O1CCN(C2=C1C=CC=C2)NC(=O)C=2C=NC1=C(C=CC=C1C2N2OCCC2)C2=C(C(=CC(=C2)F)F)F N-(2,3-dihydro-1,4-benzoxazin-4-yl)-4-isoxazolidin-2-yl-8-(2,3,5-trifluorophenyl)quinoline-3-carboxamide